COCCOC1=CC=C(C=C1)C1=CC=C(C=C1)C(C(=O)O)(C)C 2-(4'-(2-methoxyethoxy)-[1,1'-biphenyl]-4-yl)-2-methylpropionic acid